phenylalanine, thiocyanate N[C@@H](CC1=CC=CC=C1)C(=O)SC#N